T-amyl-iminotris(dimethylamino)tantalum C(C)(C)(CC)N=[Ta](N(C)C)(N(C)C)N(C)C